C1(=CC=C(C=C1)C(=O)O[C@@H](C(=O)[O-])[C@@H](OC(=O)C1=CC=C(C=C1)C)C(=O)[O-])C O,O'-di-p-toluoyl-L-tartrate